C1(=CC=CC=C1)C#CC1=CC=C(C=C1)B(O)O (4-(phenylethynyl)phenyl)boronic acid